C(C)(C)C1=C(C=CC=C1)C=1C=C2C(CC3(CNCC3)C2=CC1)O 5-(2-isopropylphenyl)-2,3-dihydrospiro[inden-1,3'-pyrrolidine]-3-ol